C(CCC)C(C(=O)OCCCCCCCCBr)CCCCCCF 8-bromooctyl 2-butyl-8-fluorooctanoate